4-(Ethylsulfanyl)-2-(6-fluoro-3,4-dihydroisoquinolin-2(1H)-yl)-6-methylpyrimidin-5-amine C(C)SC1=NC(=NC(=C1N)C)N1CC2=CC=C(C=C2CC1)F